Phosphorus Nickel [Ni].[P]